1-(2-chloro-6-iodophenyl)cyclopropane-1-carbonitrile ClC1=C(C(=CC=C1)I)C1(CC1)C#N